6-Chloro-1-(4-chloro-6-isopropyl-pyrimidin-5-yl)-4-[(2S,5R)-2,5-dimethyl-4-prop-2-enoyl-piperazin-1-yl]-7-(o-tolyl)pyrido[2,3-d]pyrimidin-2-one ClC1=CC2=C(N(C(N=C2N2[C@H](CN([C@@H](C2)C)C(C=C)=O)C)=O)C=2C(=NC=NC2C(C)C)Cl)N=C1C1=C(C=CC=C1)C